ClC1=CC=C(C(=O)NC2=CN(C(C=C2)=O)C2=CC=CC=C2)C=C1 4-chloro-N-(6-oxo-1-phenyl-1,6-dihydropyridin-3-yl)benzamide